3,5,6-trihydroxy-4',7-dimethoxyflavone OC1=C(OC2=CC(=C(C(=C2C1=O)O)O)OC)C1=CC=C(C=C1)OC